6,6-dideutero-6-hydroxy-hexanoic acid [2H]C(CCCCC(=O)O)(O)[2H]